C1(CC1)[C@@H]1OC(C(CNC1(F)F)=O)C (S)-2-cyclopropyl-3,3-difluoro-7-methyl-6-oxo-1,2,3,4,6,7-hexahydro-[1,4]-oxazepine